2-(2-((5-(3-(aminomethyl)phenyl)-2-(tert-butoxycarbonyl)benzofuran-3-yl)methoxy)phenyl)acetic acid NCC=1C=C(C=CC1)C=1C=CC2=C(C(=C(O2)C(=O)OC(C)(C)C)COC2=C(C=CC=C2)CC(=O)O)C1